2-methyl-5-propan-2-ylbicyclo[3.1.0]hex-2-ene CC=1C2CC2(CC1)C(C)C